3-(2-Bromo-3-(quinoxalin-6-yl)anilino)benzisothiazole BrC1=C(NC2=NSC3=C2C=CC=C3)C=CC=C1C=1C=C3N=CC=NC3=CC1